CN1N=C(C2=CC=C(C=C12)\C=C\C)NC(C1=CC=C(C=C1)OC(F)(F)F)=N N-[1-methyl-6-[(E)-prop-1-enyl]Indazol-3-yl]4-(trifluoromethoxy)benzamidine